O[C@H]1[C@@H](O[C@H]([C@@H]([C@H]1O)O)CO)N1N=CC(=C1)C=1SC=C(N1)C(=O)N 2-(1-((2r,3r,4r,5r,6s)-3,4,5-trihydroxy-6-(hydroxymethyl)tetrahydro-2H-pyran-2-yl)-1H-pyrazol-4-yl)thiazole-4-carboxamide